N-acetyl-aminophenol C(C)(=O)NC1=C(C=CC=C1)O